N1(CCCC1)C#N pyrrolidin-1-carbonitril